BrC=1C(=C(OC2CCC(CC2)CC(CC(=O)OCC)C)C=CC1)C ethyl 4-((1r,4r)-4-(3-bromo-2-methylphenoxy)cyclohexyl)-3-methylbutanoate